4-((R)-3-Hydroxy-3-methylpiperidin-1-yl)-2-(methylsulfonyl)-5,6',7',8-tetrahydro-5'H-spiro[pyrano[4,3-d]pyrimidine-7,8'-quinoline]-1'-oxide O[C@]1(CN(CCC1)C=1C2=C(N=C(N1)S(=O)(=O)C)CC1(CCCC=3C=CC=[N+](C13)[O-])OC2)C